ClC=1C(=CC(=C(C1)S(=O)(=O)NC1=CC=C(C=C1)C=1C=CC=2N(N1)C(=CN2)C2=CC=NC=C2)F)F 5-chloro-2,4-difluoro-N-(4-(3-(pyridin-4-yl)imidazo[1,2-b]pyridazin-6-yl)phenyl)benzenesulfonamide